C1=CC=C(C=2OC3=CC=CC=C3SC12)S(=O)(=O)C1=CC=C(C=C1)CNC(=O)C1=CC=2C=NC=CC2N1 N-{[4-(phenoxathiine-4-sulfonyl)phenyl]methyl}-1H-pyrrolo[3,2-c]pyridine-2-carboxamide